3-(5-(2-(Bicyclo[2.2.2]octan-1-yl)-1-methyl-1H-imidazol-4-yl)-1-oxoisoindolin-2-yl)piperidine-2,6-dione C12(CCC(CC1)CC2)C=2N(C=C(N2)C=2C=C1CN(C(C1=CC2)=O)C2C(NC(CC2)=O)=O)C